C(C)(=O)N1CCC(CC1)N1N=CC(=C1)CNC1=C2C(N(C(C2=CC=C1)=O)C1C(NC(CC1)=O)=O)=O 4-(((1-(1-acetylpiperidin-4-yl)-1H-pyrazol-4-yl)methyl)amino)-2-(2,6-dioxopiperidin-3-yl)isoindoline-1,3-dione